5,10-bis(methyl-d3)-10,15-dihydro-5H-diindolo[3,2-a:3',2'-c]carbazole C(N1C=2C=CC=CC2C=2C1=C1C(=C3C=4C=CC=CC4N(C23)C([2H])([2H])[2H])NC=2C=CC=CC21)([2H])([2H])[2H]